tert-butyl 4-(5-((4R)-2-(8-cyanoquinolin-5-yl)-4-methyloctahydro-2H-pyrido[1,2-a]pyrazin-8-yl)pyridin-2-yl)piperazine-1-carboxylate C(#N)C=1C=CC(=C2C=CC=NC12)N1CC2N([C@@H](C1)C)CCC(C2)C=2C=CC(=NC2)N2CCN(CC2)C(=O)OC(C)(C)C